dibutylcyclohexane-1,2-dicarboxylate C(CCC)OC(=O)C1C(CCCC1)C(=O)OCCCC